3-(1,3-dithian-2-yl)-5-fluoro-N,4-dimethoxy-N-methylbenzamide S1C(SCCC1)C=1C=C(C(=O)N(C)OC)C=C(C1OC)F